ClC1=CC=C(CCN[C@H](C(=O)NC2=NC=C(C=C2)OCC=2C=NN(C2)C)C2=CC=CC=C2)C=C1 |r| (S)- and (R)-2-((4-chlorophenethyl)amino)-N-(5-((1-methyl-1H-pyrazol-4-yl)methoxy)pyridin-2-yl)-2-phenylacetamide